NCC=1C(=C(C=CC1)C=1C=C2C(=NN(C2=CC1)C(C)C)COC1=C(C=CC=C1)CC(=O)O)OC 2-(2-((5-(3-(aminomethyl)-2-methoxyphenyl)-1-isopropyl-1H-indazol-3-yl)methoxy)phenyl)acetic acid